N1C=NC2=C1C=CC(=C2)N2C(NCC2C2=CC=C(C=C2)N2CCN(CC2)C2=CC=CC=C2)=O 1-(1H-Benzo[d]imidazol-5-yl)-5-(4-(4-phenylpiperazin-1-yl)phenyl)imidazolidin-2-on